FC(C1CN(C1)O)(F)F 3-(trifluoromethyl)azetidinol